3-[4-Amino-5-(1,3-thiazol-2-yl)pyrrolo[2,3-d]pyrimidin-7-yl]-5-{[(3-{[2-(4-fluorophenyl)ethyl]amino}propyl)(1H-pyrazol-4-yl)amino]methyl}cyclopentane-1,2-diol NC=1C2=C(N=CN1)N(C=C2C=2SC=CN2)C2C(C(C(C2)CN(C=2C=NNC2)CCCNCCC2=CC=C(C=C2)F)O)O